CC(C)(CCCC(CC=O)C)OC(C1=C(C=CC=C1)O)=O 2,6-Dimethyl-8-oxooctan-2-yl-2-hydroxybenzoat